COC(=O)C=1N(C=CN1)COCC[Si](C)(C)C 1-((2-(trimethylsilyl)ethoxy)methyl)-1H-imidazole-2-carboxylic acid methyl ester